6-(5-(((1-(2-chloro-5-fluoropyridin-3-yl)ethoxy)carbonyl)amino)-1-methyl-1H-pyrazol-4-yl)nicotinic acid tert-butyl ester C(C)(C)(C)OC(C1=CN=C(C=C1)C=1C=NN(C1NC(=O)OC(C)C=1C(=NC=C(C1)F)Cl)C)=O